cyano-4-methylsulphonyl-butane C(#N)CCCCS(=O)(=O)C